CC1(OC2=C(C3C=C(CCC13)C)C(=C(C(=C2)CCC(CC)C)C(=O)O)O[C@H]2O[C@@H]([C@H]([C@@H]([C@H]2CO)O)O)O)C 6,6,9-trimethyl-3-(3-methylpentyl)-1-{[(2S,3R,4R,5S,6S)-4,5,6-trihydroxy-3-(hydroxymethyl)oxan-2-yl]oxy}-6H,6aH,7H,8H,10aH-benzo[c]isochromene-2-carboxylic acid